C[Si](CCOCN1N=C(C=C1)N)(C)C 1-((2-(trimethylsilyl)-ethoxy)methyl)-1H-pyrazol-3-amine